4,4'-dibromo-3,3'-difluoro-2,2'-dihydroxyazobenzene BrC1=C(C(=C(C=C1)N=NC1=C(C(=C(C=C1)Br)F)O)O)F